(E)-3-ethoxy-N-(4-iodophenyl)prop-2-enamide C(C)O/C=C/C(=O)NC1=CC=C(C=C1)I